C(C)C=1C(=CC=C2C=C(C=C(C12)C1=C(C=C2C(=NC(=NC2=C1F)F)N1CCN(CC1)C(=O)OC(C)(C)C)F)OCOC)F tert-butyl 4-(7-(8-ethyl-7-fluoro-3-(methoxymethoxy)naphthalen-1-yl)-2,6,8-trifluoroquinazolin-4-yl)piperazine-1-carboxylate